FC=1C(=CC=2C3=C(N=NC2C1)N(C(N3C(C)C)=O)C)C=3C=NC(=CC3)OCCCN3CCC(CC3)F 7-Fluoro-8-(6-(3-(4-fluoropiperidin-1-yl)propoxy)pyridin-3-yl)-1-isopropyl-3-methyl-1H-imidazo[4,5-c]cinnolin-2(3H)-one